FC=1C=C2CCN(C2=CC1S(=O)(CCC)=N)C(=O)[C@@H]1OC2=C(C1)C=C(C=C2)C2=NC=CC=C2 (5-fluoro-1-((R)-5-(pyridin-2-yl)-2,3-dihydrobenzofuran-2-carbonyl)indolin-6-yl)(imino)(propyl)-λ6-sulfanone